tert-butyl 3-[[4-[5-(4-chlorophenyl)-2,3-dimethyl-8-oxo-pyrido[2,3-d]pyridazin-7-yl]-2-pyridyl]oxy]azetidine-1-carboxylate ClC1=CC=C(C=C1)C=1C2=C(C(N(N1)C1=CC(=NC=C1)OC1CN(C1)C(=O)OC(C)(C)C)=O)N=C(C(=C2)C)C